FC=1C=C2C=C(C(NC2=CC1)=O)C=1N=NN(C1)C1=CC=C(C(=O)N2C[C@@H](CC2)C(=O)N)C=C1 (R)-1-{4-[4-(6-fluoro-2-oxo-1,2-dihydro-quinolin-3-yl)-[1,2,3]triazol-1-yl]-benzoyl}-pyrrolidine-3-carboxylic acid amide